BrC1=CC=C(C2=CC(=CC=C12)OC)[C@H](C[C@H](CC(=O)[O-])O)N[S@](=O)C(C)(C)C (3R,5S)-5-(4-bromo-7-methoxynaphthalen-1-yl)-5-(((R)-tert-butylsulfinyl)amino)-3-hydroxypentanoate